6'-bromo-8'-fluoro-1',4'-dihydro-2'H-spiro[cyclopropane-1,3'-quinolin]-2'-one BrC=1C=C2CC3(C(NC2=C(C1)F)=O)CC3